ureidovaleric acid CCCC(C(=O)O)NC(=O)N